CN(CCC[Si](OC)(OC)OC)C dimethyl(3-(trimethoxysilyl)propyl)ammonia